C(C(=C)C)(=O)OCC(OC(N)=O)C1=C(C)C=CC(=C1)C(COC(C(=C)C)=O)OC(N)=O 2,4-tolylenbis(2-carbamoyloxyethyl) dimethacrylate